(3-cyano-5-methylphenyl)-4-oxobutanoic acid C(#N)C=1C=C(C=C(C1)C)C(C(=O)O)CC=O